FC1=CC=C(C=C1)CCN1N=C(C(=C1C1=NNC(=N1)N1N=C(C=2C1=CN=C(C2)C)C(=O)N)O)C 1-[3-[2-[2-(4-fluorophenyl)ethyl]-4-hydroxy-5-methyl-pyrazol-3-yl]-1H-1,2,4-triazol-5-yl]-5-methyl-pyrazolo[3,4-c]pyridine-3-carboxamide